9a-(3-hydroxypropyl)-2-(2-((1-(methylsulfonyl)piperidin-4-yl)amino)-5-(trifluoro-methyl)pyrimidin-4-yl)-7,8,9,9a-tetrahydrothieno[2,3-a]indolizin-4(6H)-one OCCCC12CCCCN2C(C2=C1SC(=C2)C2=NC(=NC=C2C(F)(F)F)NC2CCN(CC2)S(=O)(=O)C)=O